F[C@@H]1[C@@H](C1)C(=O)NC1=CC=C2C(=N1)NC=C2C=2C(=NC=C(C2C)F)OC (1S,2S)-2-fluoro-N-[3-(5-fluoro-2-methoxy-4-methylpyridin-3-yl)-1H-pyrrolo[2,3-b]pyridin-6-yl]cyclopropane-1-carboxamide